ClC1=C(C=CC(=C1)F)NC1=NC=CC(=C1)N1C=C(C=C1)C(=O)NC(CO)C1=CC=CC=C1 1-(2-((2-chloro-4-fluorophenyl)amino)pyridin-4-yl)-N-(2-hydroxy-1-phenylethyl)-1H-pyrrole-3-carboxamide